C(C)(C)(C)C1=CC=CC2=CC3=CC=CC=C3C(=C12)OC(=O)C1C(CC=CC1)C(=O)O 1-(tert-butyl)-9-[2-carboxy(4-cyclohexenyl)]carbonyloxyanthracene